3-(4-(aminomethyl)phenyl)-N-butylpyrazolo[1,5-a]pyrimidin-5-amine NCC1=CC=C(C=C1)C=1C=NN2C1N=C(C=C2)NCCCC